N1C(=CC2=CC=C(C=C12)C(=O)N)C(=O)N 1H-indole-2,6-dicarboxamide